Pentamethylcyclopentadienyl-(1-methyl-benzo[f]indenyl)hafnium CC1=C(C(=C(C1([Hf]C=1CC=2C=C3C(=CC2C1C)C=CC=C3)C)C)C)C